(E)-3-fluoro-2-hydroxy-5-(4-(5-thioxo-1,5-dihydro-4H-1,2,4-triazol-4-yl)styryl)benzaldehyde FC=1C(=C(C=O)C=C(C1)\C=C\C1=CC=C(C=C1)N1C=NNC1=S)O